C(C)N(C=1C=CC(=C(C1)CC(=O)[O-])C=O)CC 5-(diethylamino)-2-formylphenylacetate